OC1=C(OC(=C1O)C(=O)OCC)C(=O)OCC diethyl 3,4-dihydroxyfuran-2,5-dicarboxylate